N1C=C(C=2C1=NC=CC2)C(=O)\N=C\2/SCC(N2C2=CC=CC=C2)C(=O)NC (Z)-2-((1H-Pyrrolo[2,3-b]pyridine-3-carbonyl)imino)-N-methyl-3-phenylthiazolidine-4-carboxamide